4-[4-(3-pyridylmethoxy)phenyl]tetrahydropyran-4-carboxylic acid N1=CC(=CC=C1)COC1=CC=C(C=C1)C1(CCOCC1)C(=O)O